2-methylbut-3-en-2-ol CC(C)(C=C)O